5-dodecyl-2-hydroxy-phenylketoxime C(CCCCCCCCCCC)C=1C=CC(=C(C1)C(=NO)C1=C(C=CC(=C1)CCCCCCCCCCCC)O)O